N-[3-(cyclopenten-1-yl)-4-(4-methyl-2-phenylpiperazine-1-carbonyl)phenyl]cyclopropanecarboxamide C1(=CCCC1)C=1C=C(C=CC1C(=O)N1C(CN(CC1)C)C1=CC=CC=C1)NC(=O)C1CC1